2-(azepan-1-yl)-4-((4-(2-(diisopropylamino)ethoxy)phenyl)amino)pyrimido[4,5-d]pyridazin-5(6H)-one N1(CCCCCC1)C=1N=C(C2=C(C=NNC2=O)N1)NC1=CC=C(C=C1)OCCN(C(C)C)C(C)C